1-[2-cyano-6-(trifluoromethyl)pyridin-3-yl]-4-{3-fluoro-2'-methoxy-[2,3'-bipyridin]-5-yl}-N-[(3S)-1-methylpyrrolidin-3-yl]piperidine-4-carboxamide C(#N)C1=NC(=CC=C1N1CCC(CC1)(C(=O)N[C@@H]1CN(CC1)C)C=1C=C(C(=NC1)C=1C(=NC=CC1)OC)F)C(F)(F)F